12-(linoleyloxy)dodecanoic acid C(CCCCCCC\C=C/C\C=C/CCCCC)OCCCCCCCCCCCC(=O)O